S1C(=CC2=C1C=CC=C2)C2=CC=C1C=CC(=CC1=C2)N2C1=CC=C(C=C1C=1C=C(C=CC21)C=2C=NC1=CC=CC=C1C2)C=2C=NC1=CC=CC=C1C2 9-(7-benzothiophen-2-yl-naphthalen-2-yl)-3,6-di-quinolin-3-yl-9H-carbazole